CC1(CN(CCO1)C=1C=C2C=C(N(C2=CC1)[C@@]1([C@H](C1)C)C1=NOC(N1)=O)C(=O)O)C 5-(2,2-dimethylmorpholinyl)-1-((1S,2S)-2-methyl-1-(5-oxo-4,5-dihydro-1,2,4-oxadiazol-3-yl)cyclopropyl)-1H-indole-2-carboxylic acid